O=C1NC2=CC=C(C=C2C=C1)C(F)(F)F 2-oxo-6-(trifluoromethyl)quinolin